CS(=O)(=O)OCC1CCN(CC1)C1=C(C=C(C=C1)C(NC1C(C(C1(C)C)OC1=C2C=CC=NC2=C(C=C1)C#N)(C)C)=O)F (1-(4-(((1r,3r)-3-((8-cyanoquinolin-5-yl)oxy)-2,2,4,4-tetramethylcyclobutyl)carbamoyl)-2-fluorophenyl)piperidin-4-yl)methyl methanesulfonate